5,5'-pyridine-3,5-diyl-bis(oxy)bis(isobenzofuran-1,3-dione) N1=CC(=CC(=C1)OC=1C=C2C(OC(C2=CC1)=O)=O)OC=1C=C2C(OC(C2=CC1)=O)=O